NCC1=NNC(C2=C(C=C(C=C12)C1=C(N(N=C1)C)C1=C(C2=CC=CC=C2C(=C1F)Cl)C#N)C)=O (M)-2-[4-[4-(aminomethyl)-8-methyl-1-oxo-2H-phthalazin-6-yl]-2-methyl-pyrazol-3-yl]-4-chloro-3-fluoro-naphthalene-1-carbonitrile